3-(difluoromethoxy)-5-(trifluoromethyl)benzaldehyde FC(OC=1C=C(C=O)C=C(C1)C(F)(F)F)F